2-[(3,4-dihydro-2(1H)-isoquinolinyl)methyl]-5-[[3-(trifluoromethyl)phenyl]methoxy]-4H-pyran-4-one C1N(CCC2=CC=CC=C12)CC=1OC=C(C(C1)=O)OCC1=CC(=CC=C1)C(F)(F)F